naringenin dipotassium salt [K].[K].O1[C@@H](CC(=O)C=2C(O)=CC(O)=CC12)C1=CC=C(O)C=C1